N(=[N+]=[N-])CC=1C(=NN(C1)CC)C (azidomethyl)-1-ethyl-3-methyl-1H-pyrazole